2-(methoxymethyl)-N7-[(1-methylpyrazol-4-yl)methyl]pyrazolo[1,5-a]pyrimidine-3,7-dicarboxamide COCC1=NN2C(N=CC=C2C(=O)NCC=2C=NN(C2)C)=C1C(=O)N